(S)-3-((tert-butyldiphenylsilyl)oxy)-4-((2-methoxyethyl)(methyl)amino)butanoic acid [Si](C1=CC=CC=C1)(C1=CC=CC=C1)(C(C)(C)C)O[C@@H](CC(=O)O)CN(C)CCOC